NCC1=CC=C(C=C1)COC1=C(C(=NN1C(C1=C(C(=CC=C1)C(=O)O)Cl)=O)C1CN(CC1)C(CN1CCOCC1)=O)C#N 3-(5-{[4-(Aminomethyl)phenyl]methoxy}-1-(3-carboxy-2-chlorobenzoyl)-4-cyano-1H-pyrazol-3-yl)-1-[2-(morpholin-4-yl)acetyl]pyrrolidin